NC=1C=CC(=C(C1)CC(=O)NCCC1=NC=CC=C1)C 2-(5-amino-2-methylphenyl)-N-(2-(pyridin-2-yl)ethyl)acetamide